C[Si](OCCC)(CC)C di(methyl)ethyl-(n-propoxy)silane